NC1=NC2=CC=CC(=C2C=C1CCCCC)CCCCCN=C(NCCOCCOCCOCCOCCOCCOCCOCCOCCOCCOCCC(=O)OC(C)(C)C)NC1=CC(=CC=C1)C#N tert-butyl 41-(2-amino-3-pentylquinolin-5-yl)-35-((3-cyanophenyl)amino)4,7,10,13,16,19,22,25,28,31-decaoxa-34,36-diazahentetracont-35-enoate